OC1=CC=C2C(=N1)N=CN2CC2=CC=C(C=C2)B(O)O (4-((5-hydroxy-1H-imidazo[4,5-b]pyridin-1-yl)methyl)phenyl)boronic acid